N-(1-(6-(cyclopropanesulfonylamino)pyrazin-2-yl)propyl)-4-(6-ethoxypyrazin-2-yl)-2-(R)-fluorobenzamide C1(CC1)S(=O)(=O)NC1=CN=CC(=N1)C(CC)NC(C1=C(C=C(C=C1)C1=NC(=CN=C1)OCC)F)=O